butyl (9Z)-octadec-9-enoate C(CCCCCCC\C=C/CCCCCCCC)(=O)OCCCC